C1(=CC=CC=C1)[Si](OCC)(C1=CC=CC=C1)C1=CC=CC=C1 Triphenyl-ethoxysilan